[(3aR,4R,6S,6aS)-2,2-dimethyl-6-(prop-2-en-1-yl)-tetrahydrofuro[3,4-d][1,3]dioxol-4-yl]methanol CC1(O[C@H]2[C@@H](O1)[C@@H](O[C@@H]2CO)CC=C)C